1-((6,8-dichloro-2-oxo-1,2-dihydroquinolin-3-yl)methyl)-1-(2-hydroxyethyl)-3-(4-methoxyphenyl)urea ClC=1C=C2C=C(C(NC2=C(C1)Cl)=O)CN(C(=O)NC1=CC=C(C=C1)OC)CCO